OC1=CC=C(C=C1)C(C=CC1=CC=C(C(=O)OC)C=C1)=O Methyl 4-[3-(4-hydroxyphenyl)-3-oxoprop-1-en-1-yl]benzoate